5-((5-ethyl-3-(4-methoxybenzoyl)thiophen-2-yl)amino)-3,3-dimethyl-5-oxopentanoic acid C(C)C1=CC(=C(S1)NC(CC(CC(=O)O)(C)C)=O)C(C1=CC=C(C=C1)OC)=O